ethyl 2,2-dichloro-2-fluoroacetate ClC(C(=O)OCC)(F)Cl